C12(C(CCCC1)O2)C(C)O[Si](OCC)(OCC)CC epoxycyclohexyl-ethyl-triethoxysilane